1-heneicosanoyl-2-(9Z-pentadecenoyl)-glycero-3-phosphocholine CCCCCCCCCCCCCCCCCCCCC(=O)OC[C@H](COP(=O)([O-])OCC[N+](C)(C)C)OC(=O)CCCCCCC/C=C\CCCCC